2-(5-(difluoromethyl)-1,3,4-oxadiazol-2-yl)acetic acid FC(C1=NN=C(O1)CC(=O)O)F